(azidomethyl)-1-methyl-d3-1H-pyrazole N(=[N+]=[N-])CC1=NN(C=C1)C([2H])([2H])[2H]